1-((2S,5R)-5-(4-((3-chloro-5-(1H-1,2,3-triazol-4-yl)phenyl)amino)-6-(pyrazin-2-yl)pyrimidin-2-yl)-2-methylpiperidin-1-yl)ethan-1-one ClC=1C=C(C=C(C1)C=1N=NNC1)NC1=NC(=NC(=C1)C1=NC=CN=C1)[C@@H]1CC[C@@H](N(C1)C(C)=O)C